3-acryloxypropyl-methoxypropyl-silane C(C=C)(=O)OCCC[SiH2]CCCOC